C(C)(C)(C)OC(=O)NC=1C=C(C2=CC=CC=C2C1)C1=C2C(=NC(=C1C#N)N1CC3(CN(C3)C(=O)OC(C)(C)C)CC1)CC(OC2)(C)C tert-butyl 6-(4-(3-((tert-butoxycarbonyl) amino)-naphthalen-1-yl)-3-cyano-7,7-dimethyl-7,8-dihydro-5H-pyrano[4,3-b]pyridin-2-yl)-2,6-diazaspiro[3.4]octane-2-carboxylate